3-(4-dimethylaminocinnamoyl)coumarin CN(C1=CC=C(C=CC(=O)C=2C(OC3=CC=CC=C3C2)=O)C=C1)C